N(=[N+]=[N-])C(C(=NO)N=[N+]=[N-])=NO diazidoglyoxime